C=C(C(=O)[O-])C[C@@H](C(=O)O)NC(=O)C1CCC(NCC2=CN=C3N=C(N)NC(=O)C3=N2)C=C1 methylen-tetra-hydro-folate